(S)-benzyl (3-(7-carbamoyl-5-nitro-3,4-dihydro-2H-benzo[b][1,4]oxazin-3-yl)propyl)carbamate C(N)(=O)C=1C=C(C2=C(OC[C@@H](N2)CCCNC(OCC2=CC=CC=C2)=O)C1)[N+](=O)[O-]